CSC1=NC=C(C=N1)C=1SC=C(N1)C(=O)O 2-(2-(methylthio)pyrimidin-5-yl)thiazole-4-carboxylic acid